tert-butyl (3S,4R)-4-(5-bromo-6-methoxy-2H-indazol-2-yl)-3-fluoropiperidine-1-carboxylate BrC1=CC2=CN(N=C2C=C1OC)[C@H]1[C@H](CN(CC1)C(=O)OC(C)(C)C)F